ethyl 2-(2,2-difluoroethyl)-5-[[5-[4-(trifluoromethyl)phenyl]tetrazol-2-yl]methyl]pyrazole-3-carboxylate FC(CN1N=C(C=C1C(=O)OCC)CN1N=C(N=N1)C1=CC=C(C=C1)C(F)(F)F)F